NCCN1CCN(CC1)C=1C=CC(=NC1)C1=C(C(=NC(=N1)N)C1=CC2=C(N(N=C2C=C1)C)C(C)C)F.[N] Nitrogen [5-[4-(2-aminoethyl)piperazin-1-yl]-2-pyridinyl]-5-fluoro-4-(3-isopropyl-2-methyl-2H-indazol-5-yl)pyrimidin-2-amine